ClC1=C(C(=O)OC)C=C(C(=C1)C(F)(F)F)NC(N[C@@H](C)C=1N(N=CN1)C1=NC=CC=N1)=O methyl 2-chloro-5-[[(1S)-1-(2-pyrimidin-2-yl-1,2,4-triazol-3-yl)ethyl]carbamoylamino]-4-(trifluoromethyl)benzoate